1-butyl-1-ethyl-phosphinanium chloride [Cl-].C(CCC)[P+]1(CCCCC1)CC